tert-butyl 6-chloro-3-({[3-(methoxymethyl)-2-oxooxolan-3-yl]methyl}(methyl)amino)pyridazine-4-carboxylate ClC1=CC(=C(N=N1)N(C)CC1(C(OCC1)=O)COC)C(=O)OC(C)(C)C